C(C#C)OCCN 2-(2-propynyloxy)ethylamine